gallium nickel alloyl-(3-bromophenyl)-3,3-difluorocyclobutane-1-carbohydrazide C(C=C)(=O)C1C(CC1(F)F)(C(=O)NN)C1=CC(=CC=C1)Br.[Ni].[Ga]